C(=O)(O)[C@H](CC(=O)C1=CC2=C(S1)C=C(C(=C2)CCCOC2=C(C1=C(SC(=C1)C(=O)[C@H]1[C@@H](CC1)C(=O)O)C=C2OC)F)OC)C trans-2-(5-(3-(2-((S)-3-carboxybutanoyl)-6-methoxybenzo[b]thiophen-5-yl)propoxy)-4-fluoro-6-methoxybenzo[b]thiophene-2-carbonyl)cyclobutanecarboxylic acid